2-(cyclopent-2-ene-1-carbonyloxy)-1,3-dihydroxy-6-oxocyclohexane-1-carboxylate C1(C=CCC1)C(=O)OC1C(C(CCC1O)=O)(C(=O)[O-])O